C(\C=C/C(=O)O)(=O)O.N1=C(C=CC=C1)N pyridinamine maleate